tert-Butyl (6-((5'-(4-methoxybenzyl)-6'-oxo-5',6'-dihydrospiro[cyclohexane-1,4'-thieno[2,3-c]pyrrol]-2'-yl)amino)pyrimidin-4-yl)carbamate COC1=CC=C(CN2C(C3=C(C24CCCCC4)C=C(S3)NC3=CC(=NC=N3)NC(OC(C)(C)C)=O)=O)C=C1